tert-butyl (S)-3-amino-4-oxo-4,6,7,8-tetrahydropyrrolo[1,2-a]pyrimidine-6-carboxylate NC1=CN=C2N(C1=O)[C@@H](CC2)C(=O)OC(C)(C)C